N-[2-[2-[5-(difluoromethoxy)-2-pyridyl]-1,2,4-triazol-3-yl]ethyl]-N-methyl-6,8-bis(trifluoromethyl)quinazolin-4-amine FC(OC=1C=CC(=NC1)N1N=CN=C1CCN(C1=NC=NC2=C(C=C(C=C12)C(F)(F)F)C(F)(F)F)C)F